COC=1C(=C2C(=CC(=NC2=CC1)NC1=CC(=C(C=C1)OC)OC)C(F)(F)F)[N+](=O)[O-] 6-methoxy-5-nitro-N-(3,4-dimethoxyphenyl)-4-trifluoromethylquinolin-2-amine